4-[2-(chloromethyl)quinazolin-4-yl]-1,4-thiazinan 1,1-dioxide ClCC1=NC2=CC=CC=C2C(=N1)N1CCS(CC1)(=O)=O